ethyl 2-oxo-6-(3-(trifluoromethyl) phenyl)-3-trityl-2,3-dihydro-1H-imidazo[4,5-b]pyridine-1-carboxylate O=C1N(C=2C(=NC=C(C2)C2=CC(=CC=C2)C(F)(F)F)N1C(C1=CC=CC=C1)(C1=CC=CC=C1)C1=CC=CC=C1)C(=O)OCC